[Si].[Zr].[Hf] hafnium-zirconium-silicon